2-[6-amino-5-(trifluoromethoxy)pyridin-3-yl]-N-[(1R)-2,3-dihydro-1H-inden-1-yl]-6,7-dihydrospiro[pyrazolo[5,1-c][1,4]oxazine-4,3'-pyrrolidine]-1'-carboxamide NC1=C(C=C(C=N1)C1=NN2C(=C1)C1(CN(CC1)C(=O)N[C@@H]1CCC3=CC=CC=C13)OCC2)OC(F)(F)F